OC(C1(C(C(CCC1)(C)C)=O)C)C1=C(C=CC=C1)C=1N=CN(C1)C(C1=CC=CC=C1)(C1=CC=CC=C1)C1=CC=CC=C1 2-(hydroxy(2-(1-trityl-1H-imidazol-4-yl)phenyl)methyl)-2,6,6-trimethylcyclohexan-1-one